N-(2,4-dimethoxybenzyl)-2-(iodocyclopropyl)-7-methoxy-[1,2,4]triazolo[1,5-c]quinazolin-5-amine COC1=C(CNC2=NC=3C(=CC=CC3C=3N2N=C(N3)C3(CC3)I)OC)C=CC(=C1)OC